N,N-dimethyl-7-oxo-5-(4-phenoxyphenyl)-4,7-dihydropyrazolo[1,5-a]pyrimidine-3-carboxamide CN(C(=O)C=1C=NN2C1NC(=CC2=O)C2=CC=C(C=C2)OC2=CC=CC=C2)C